[N+](=O)([O-])C1=CC=C(CN[C@@H](C)C(=O)N[C@H](C)C(=O)N[C@@H](CC(N)=O)C(=O)[O-])C=C1 4-nitrobenzyl-L-alanyl-D-alanyl-L-asparaginate